[Cl-].C(CCCCCC)[N+]1=CC=CC=C1 N-heptyl-pyridinium chloride